(R)-N-(2-(3,4-dihydroisoquinolin-2(1H)-yl)ethyl)-2-((2-ethylbutyl)amino)-3-(1H-indol-3-yl)propanamide C1N(CCC2=CC=CC=C12)CCNC([C@@H](CC1=CNC2=CC=CC=C12)NCC(CC)CC)=O